N-[3-chloro-1-(3-pyridinyl)-1H-pyrazol-4-yl]-2-(methylsulfonyl)-propanamide ClC1=NN(C=C1NC(C(C)S(=O)(=O)C)=O)C=1C=NC=CC1